acrylic acid perfluoro ester FOC(C=C)=O